OCCC1=C2C(NC(C2=CC=C1)=O)=O 4-(hydroxyethyl)isoindoline-1,3-dione